(S)-4-[2-(4-ethoxy-4-oxobutanoylamino)-2-(4-ethylthiazol-2-yl)ethyl]Phenyl-sulfamic acid C(C)OC(CCC(=O)N[C@@H](CC1=CC=C(C=C1)NS(O)(=O)=O)C=1SC=C(N1)CC)=O